(2S)-2-amino-N-(1-(6-((2-amino-2-oxo-1-phenylethyl)thio)-3,5-dicyano-4-ethylpyridin-2-yl)piperidin-4-yl)-3-hydroxypropanamide N[C@H](C(=O)NC1CCN(CC1)C1=NC(=C(C(=C1C#N)CC)C#N)SC(C(=O)N)C1=CC=CC=C1)CO